N1(N=NC=C1)CCCCC1=CC=C(OC2=C(C=C)C=CC(=C2)[N+](=O)[O-])C=C1 2-(4-(4-(1H-1,2,3-triazol-1-yl)butyl)phenoxy)-4-nitrostyrene